FC1(COC1)CN1C(=NC2=C1C=CC=C2)C2CCN(CC2)C(=O)C=2C=C1C=NN(C1=CC2)C2=CC(=CC=C2)F (4-(1-((3-fluorooxetan-3-yl)methyl)-1H-benzo[d]imidazol-2-yl)piperidin-1-yl)(1-(3-fluorophenyl)-1H-indazol-5-yl)methanone